((2R,5S)-5-methylpiperidin-2-yl)benzo[d]thiazole C[C@H]1CC[C@@H](NC1)C=1SC2=C(N1)C=CC=C2